BrC1=C(C=CC(=C1)F)C=1C(=NN(C1NC1=C(C=CC=C1F)F)C)C 4-(2-Bromo-4-fluorophenyl)-N-(2,6-difluorophenyl)-1,3-dimethyl-1H-pyrazol-5-amin